6-(2-tert-butoxycarbonyl-6-methyl-3,4-dihydro-1H-isoquinolin-7-yl)-1-(3-chlorophenyl)-7-oxo-4,5-dihydropyrazolo[3,4-c]pyridine-3-carboxylic acid C(C)(C)(C)OC(=O)N1CC2=CC(=C(C=C2CC1)C)N1C(C2=C(CC1)C(=NN2C2=CC(=CC=C2)Cl)C(=O)O)=O